O=C(CC(=O)NCC(=O)O)NCC(=O)O N,N'-(1,3-dioxo-1,3-propanediyl)bis-glycine